2-fluoro-6-[(3-hydroxy-4-methoxybenzyl)amino]-9-(oxetan-2-yl)-9H-purine FC1=NC(=C2N=CN(C2=N1)C1OCC1)NCC1=CC(=C(C=C1)OC)O